O1CCC(=CC1)C1=NN2C(N(C(=C(C2=O)N2CCN(CC2)C(C2=NC=CC(=C2O)C)=O)CC)CC(=O)NC2=CC=C(C=C2)C(F)(F)F)=N1 2-(2-(3,6-dihydro-2H-pyran-4-yl)-5-ethyl-6-(4-(3-hydroxy-4-methylpicolinoyl)piperazin-1-yl)-7-oxo-[1,2,4]triazolo[1,5-a]pyrimidin-4(7H)-yl)-N-(4-(trifluoromethyl)phenyl)acetamide